methyl 4-amino-3-methylpicolinate NC1=C(C(=NC=C1)C(=O)OC)C